1-(6-amino-3-pyridyl)-2-(4-chlorophenyl)-2-methyl-propan-1-one NC1=CC=C(C=N1)C(C(C)(C)C1=CC=C(C=C1)Cl)=O